CC[N+](=C1C=CC2=C(C=C(OC2=C1)C(C)(C)C)/C=C/C=C/3\\C(C4=C(N3CCCS(=O)(=O)[O-])C=CC(=C4)S(=O)(=O)[O-])(C)CCCC(=O)O)CC The molecule is an anionic C3 cyanine-type compound having indoleinine and chromenylium substituents at either end. It has a role as a fluorochrome.